FC=1C=CC=C(C(=O)N[C@@H]2CN(C[C@@H]2F)C([C@H](C(F)(F)F)O)=O)C1 5-fluoro-N-[(3R,4S)-4-fluoro-1-[(2R)-3,3,3-trifluoro-2-hydroxypropanoyl]pyrrolidin-3-yl]benzamide